COC1=CC=C(CN2C(C=3CC(CN(C3C=C2)C2=CC=C(C=C2)C(F)(F)F)CCS(=O)(=O)O)=O)C=C1.O1CC(C1)OC1=CC=C2C=CC=C(C2=C1)CCNC(C)=O N-(2-(7-(oxetan-3-oxy)naphthalen-1-yl)ethyl)acetamide (6-(4-methoxybenzyl)-5-oxo-1-(4-(trifluoromethyl)phenyl)-1,2,3,4,5,6-hexahydro-1,6-naphthyridin-3-yl)methyl-methanesulfonate